N-(2-(1H-indol-3-yl)ethyl)-4-(trifluoromethyl)-2-((3,4,5-trimethoxyphenyl)amino)benzamide N1C=C(C2=CC=CC=C12)CCNC(C1=C(C=C(C=C1)C(F)(F)F)NC1=CC(=C(C(=C1)OC)OC)OC)=O